5-(2-ethyl-3-pyridinyl)-1-isopropyl-N-[(3R)-tetrahydrofuran-3-yl]pyrazolo[4,3-b]pyridin-7-amine C(C)C1=NC=CC=C1C1=CC(=C2C(=N1)C=NN2C(C)C)N[C@H]2COCC2